benzyl-9H-acridine C(C1=CC=CC=C1)C1=CC=CC=2NC3=CC=CC=C3CC12